6-hydroxy-1-methyl-1,2,3,4-tetrahydronaphthalene-1-carboxylic acid OC=1C=C2CCCC(C2=CC1)(C(=O)O)C